FC1=NC=C(C=C1C(=O)OC)N1CCCC1 Methyl 2-fluoro-5-pyrrolidin-1-yl-pyridin-3-carboxylate